FC=1C(=C(C=CC1F)[C@@H]1N(C(O[C@H]1C(=O)O)(C(F)(F)F)C)C)OC (4S,5R)-4-(3,4-difluoro-2-methoxyphenyl)-2,3-dimethyl-2-(trifluoromethyl)oxazolidine-5-carboxylic acid